[N+](=O)(O)[O-].CC=1C=CC(N(C1)C1=NC(=C(N=C1C)C)C)=O 5-methyl-1-(3,5,6-trimethylpyrazin-2-yl)pyridin-2(1H)-one nitrate